FC(OC1=CC=C(C=N1)CC1CCC2(CN(C2)C(=O)N2C[C@H](CC2)C(=O)N)CC1)F (3S)-1-[7-[[6-(Difluoromethoxy)-3-pyridyl]methyl]-2-azaspiro[3.5]nonane-2-carbonyl]pyrrolidine-3-carboxamide